FC1=C(C(=CC(=C1)N=C=O)C=1N=NN(N1)C(C1=CC=CC=C1)(C1=CC=CC=C1)C1=CC=CC=C1)C=1C=CC(=NC1)OC(C)C 5-(2-fluoro-4-isocyanato-6-(2-trityl-2H-tetrazol-5-yl)phenyl)-2-isopropoxypyridine